NC1=CC=C(C(=C1C(=O)N(C)C)F)C=1C=C2C(=NC1)NC[C@@]21C[C@@H](C(C1)Cl)N1N=C(C=C1C)C#N 6-Amino-3-((1R,3S)-4-chloro-3-(3-cyano-5-methyl-1H-pyrazol-1-yl)-1',2'-dihydrospiro[cyclopentane-1,3'-pyrrolo[2,3-b]pyridin]-5'-yl)-2-fluoro-N,N-dimethylbenzamide